ClC=1C=NC(=C(C(=O)NC2CCC(CC2)CN2C(N(C3=C2C=CC=C3)CC3=NC=CC=C3)=O)C1)C(F)(F)F 5-chloro-N-((1r,4r)-4-((2-oxo-3-(pyridin-2-ylmethyl)-2,3-dihydro-1H-benzo[d]imidazol-1-yl)methyl)cyclohexyl)-2-(trifluoromethyl)nicotinamide